tris[(1-t-butyl-1H-1,2,3-triazol-4-yl)methyl]amine C(C)(C)(C)N1N=NC(=C1)CN(CC=1N=NN(C1)C(C)(C)C)CC=1N=NN(C1)C(C)(C)C